(amino(3-hydroxyoxetan-3-yl)methylene)acetamide NC(C1(COC1)O)=CC(=O)N